4-methoxy-3-methylpyridinecarboxylic acid COC1=C(C(=NC=C1)C(=O)O)C